COC1=CC=CC2=C1N=C(S2)NC2=NC(=NC=C2C(F)(F)F)N[C@@H]2CNCCC2 (S)-N4-(4-methoxybenzo[d]thiazol-2-yl)-N2-(piperidin-3-yl)-5-(trifluoromethyl)pyrimidine-2,4-diamine